Cl.C1NCC12C(NCC2)=O 2,6-Diazaspiro[3.4]octan-5-one hydrochloride